ClC1=CC(=C(C=C1)C1=C(N(N=N1)C)CN1N=CC(=CC1=O)N1CCOCC1)F 2-[[5-(4-chloro-2-fluoro-phenyl)-3-methyl-triazol-4-yl]methyl]-5-morpholino-pyridazin-3-one